(S)-N-((R)-1-(2,5-difluorophenyl)ethyl)-2-methylpropane-2-sulfinamide FC1=C(C=C(C=C1)F)[C@@H](C)N[S@@](=O)C(C)(C)C